(4-bromobenzyl)(cyclopropyl)carbamoyl chloride BrC1=CC=C(CN(C(=O)Cl)C2CC2)C=C1